FC=1C=CC(=NC1C)[C@H]1[C@@H](CO[C@](C1)(C(F)(F)F)C)C=1NC2=CC=NC=C2C(C1)=O 2-((3R,4R,6R)-4-(5-fluoro-6-methylpyridin-2-yl)-6-methyl-6-(trifluoromethyl)tetrahydro-2H-pyran-3-yl)-1,6-naphthyridin-4(1H)-one